CC12CCCC(C2C1)=O 6-methylbicyclo[4.1.0]heptan-2-one